zinc-silicon-manganese [Mn].[Si].[Zn]